tert-butyl (4-((6-amino-8-bromo-2-((1-hydroxypentan-2-yl)oxy)-9H-purin-9-yl)methyl)benzyl)carbamate NC1=C2N=C(N(C2=NC(=N1)OC(CO)CCC)CC1=CC=C(CNC(OC(C)(C)C)=O)C=C1)Br